NC1=NN2C(C=C(C=C2)C=2C(=C(C(=O)NC(CC([2H])(O)C3=CC=C(C=C3)Cl)([2H])[2H])C(=CC2)C)F)=N1 3-(2-amino-[1,2,4]triazolo[1,5-a]pyridin-7-yl)-N-(3-(4-chlorophenyl)-3-hydroxypropyl-1,1,3-d3)-2-fluoro-6-methylbenzamide